(R)-8-((3-Methyl-3'-nitro-[1,1'-biphenyl]-4-yl)methyl)-9-oxooctahydro-2H-pyrazino[1,2-a]pyrazin CC=1C=C(C=CC1CN1C([C@@H]2N(CCNC2)CC1)=O)C1=CC(=CC=C1)[N+](=O)[O-]